S(=O)(=O)([O-])[O-].[Sn+2] Tin (II) sulfate